ClC1=NC=C(C(=O)NOCC)C(=C1)NC1=C(C=C(C(=C1)F)Cl)N(S(=O)(=O)C)C 6-chloro-4-((4-chloro-5-fluoro-2-(N-methylmethanesulfonamido)phenyl)amino)-N-ethoxynicotinamide